FC1([C@@H]([C@](NC1)(C(=O)[C@@H]1OCCC1)CC=1C(=C(C=CC1)C1=CC=CC=C1)F)NS(=O)(=O)C1CC1)F N-{(2S,3R)-4,4-difluoro-2-[(2-fluoro[1,1'-biphenyl]-3-yl)methyl]-2-[(2R)-oxolane-2-carbonyl]pyrrolidin-3-yl}cyclopropanesulfonamide